C1=CC2=C(C=C1S(=O)(=O)O)C(=O)C3=C(C2=O)C=CC(=C3)S(=O)(=O)[O-].[Na+] sodium 2,7-anthraquinonedisulfonate